C(#N)C=1C=CC(=NC1)N1CCN(CC1)CC(=O)N[C@@H]1CCC=2C1=NNC(C2C(F)(F)F)=O |r| rac-2-(4-(5-Cyanopyridin-2-yl)piperazin-1-yl)-N-(3-oxo-4-(trifluoromethyl)-3,5,6,7-tetrahydro-2H-cyclopenta[c]pyridazin-7-yl)acetamide